CC1=NC(=CC=C1S(=O)(=O)N1CC2(C1)CN(C2)C2(CCOCC2)C)C(F)(F)F 2-((2-methyl-6-(trifluoromethyl)pyridin-3-yl)sulfonyl)-6-(4-methyltetrahydro-2H-pyran-4-yl)-2,6-diazaspiro[3.3]heptane